C(#N)C1=CC=C(C=C1)N1N=C(C=C1O)C 1-(4-cyanophenyl)-3-methyl-1H-pyrazol-5-ol